2-(2-fluorophenoxy)-N-(4'-(methoxymethyl)-[1,1'-biphenyl]-4-yl)-2-methylpropanamide FC1=C(OC(C(=O)NC2=CC=C(C=C2)C2=CC=C(C=C2)COC)(C)C)C=CC=C1